C(C)(C)(C)OC(=O)N1C(CCC(C1)NC(=O)OCC1=CC=CC=C1)C=1OC(=NN1)OCCOC(F)(F)F 5-{[(benzyloxy)carbonyl]Amino}-2-{5-[2-(trifluoromethoxy)ethoxy]-1,3,4-oxadiazol-2-yl}piperidine-1-carboxylic acid tert-butyl ester